FC=1C=CC2=C(CC3(CC=4N2C(=NN4)[C@@H]4CC[C@H](CC4)C(F)(F)F)OCCO3)C1 8'-fluoro-1'-[trans-4-(trifluoromethyl)cyclohexyl]-4'H,6'H-spiro[1,3-dioxolane-2,5'-[1,2,4]triazolo[4,3-a][1]benzazepine]